3-fluoro-1-(4-((5-isopropyl-8-((2R,3S)-2-methyl-3-(((R)-Methylsulfinyl)methyl)azetidin-1-yl)isoquinolin-3-yl)amino)pyrimidin-2-yl)piperidin-4-ol FC1CN(CCC1O)C1=NC=CC(=N1)NC=1N=CC2=C(C=CC(=C2C1)C(C)C)N1[C@@H]([C@H](C1)C[S@](=O)C)C